CC=1C(NC(N(C1)[C@@H]1O[C@@H](CNC1)COC(CCC(=O)NCCCCCCCCCCCCCCCCCC)=O)=O)=O 4-(Octadecylamino)-4-oxobutanoic acid [(2S,6R)-6-(5-methyl-2,4-bisOxo-3,4-dihydropyrimidin-1(2H)-yl) morpholin-2-yl]Methyl ester